CC1(CN=C(N=C1)N)N 5-methylpyrimidine-2,5-diamine